N1=C(N=CC=C1)CN1[C@@H](CCC1)C(=O)O (pyrimidin-2-ylmethyl)-L-proline